4-[2-(trifluoromethyl)-4-pyridyl]phenol FC(C1=NC=CC(=C1)C1=CC=C(C=C1)O)(F)F